COC=1C=C(C=CC1NC1=CC(=C2C(=N1)NC=C2C(F)(F)F)NCCOC)C(=O)N2CCC(CC2)N2CCOCC2 (3-methoxy-4-((4-((2-methoxyethyl)amino)-3-(trifluoromethyl)-1H-pyrrolo[2,3-b]pyridin-6-yl)amino)phenyl)(4-morpholinopiperidin-1-yl)methanone